7-amino-4-(3-(trifluoromethyl)benzyl)-2H-benzo[b][1,4]oxazin-3(4H)-one NC=1C=CC2=C(OCC(N2CC2=CC(=CC=C2)C(F)(F)F)=O)C1